7-(6-nitropiperidin-3-yl)-2,7-diazaspiro[4.5]decan-1-one [N+](=O)([O-])C1CCC(CN1)N1CC2(CCNC2=O)CCC1